ClC=1C(N(C(=CC1OCC1=NC=C(C=C1F)F)COC)C1=CC(=NC=C1C)N1C(C(=CC=C1)C(C)(C)O)=O)=O 3-chloro-4-[(3,5-difluoropyridin-2-yl)methoxy]-2'-[3-(2-hydroxypropan-2-yl)-2-oxopyridin-1-yl]-6-(methoxymethyl)-5'-methyl-[1,4'-bipyridin]-2-one